tert-butyl 4-(4-(3-((5-(5-(difluoromethyl)-1,3,4-oxadiazole-2-yl)pyridine-2-yl)methyl)-2-oxo-2,3-dihydrobenzo[d]thiazole-6-yl)-1H-pyrazole-1-yl)piperidine-1-carboxylate FC(C1=NN=C(O1)C=1C=CC(=NC1)CN1C(SC2=C1C=CC(=C2)C=2C=NN(C2)C2CCN(CC2)C(=O)OC(C)(C)C)=O)F